C1=C(C=C(C=2C(=CC=CC12)C(=O)O)C(=O)O)C(=O)O 2,4,5-naphthalenetricarboxylic acid